6-[5-BROMO-4-METHOXY-2-(1H-PYRAZOL-1-YL)PHENYL]-N-[(2,4-DIMETHOXYPHENYL)METHYL]ISOQUINOLIN-1-AMINE BrC=1C(=CC(=C(C1)C=1C=C2C=CN=C(C2=CC1)NCC1=C(C=C(C=C1)OC)OC)N1N=CC=C1)OC